C1(=CC=CC=C1)C1=C(C(=C(C=C1)C1=CC=CC=C1)C1=C(C=CC=2OC3=C(C21)C=CC=C3)C3=CC=CC=C3)C3=NN=NC(=C3C3=CC=CC=C3)C3=CC=CC=C3 phenyl-(diphenyltriazinyl)(phenyldibenzofuranyl)biphenyl